2-amino-N-isopropyl-5-(2-methyl-4-(2-(6-methylpyridin-2-yl)acetamido)phenyl)nicotinamide 2-(azidomethyl)benzoate N(=[N+]=[N-])CC1=C(C(=O)O)C=CC=C1.NC1=C(C(=O)NC(C)C)C=C(C=N1)C1=C(C=C(C=C1)NC(CC1=NC(=CC=C1)C)=O)C